TEREPHTHALYLIDENEDICAMPHOR C(C1=CC=C(C=C1)C=C1C(C2(CCC1C2(C)C)C)=O)=C2C(C1(CCC2C1(C)C)C)=O